C1(=CC=CC=C1)OC(C1=C(C=CC=C1)Cl)=O 2-Chlorobenzoic acid phenylester